(isoprenoxy)trimethyl-silane C(=CC(C)=C)O[Si](C)(C)C